C1(=CC=CC=C1)C=1OC2=C(N1)C=CC=C2 phenylbenzoxazole